C(C)OC=1C(=CC(=C(CC(N)C)C1)OC)C 5-ethoxy-2-methoxy-4-methyl-amphetamine